NC(=S)NC(=O)N thiobiuret